ClC1=NC(=CC(=N1)N1C2(CC2)CC[C@@H]1CO)Cl (R)-(4-(2,6-dichloropyrimidin-4-yl)-4-azaspiro[2.4]heptan-5-yl)methanol